C(C1=CC=CC=C1)C(C(=O)OCC(C)(C)C)C(C(=O)OCC(C)(C)C)CC1=CC=CC=C1 dineopentyl 2,3-dibenzylsuccinate